methyl (Z)-N-(2-methyl-4H-thieno[3,2-b]pyrrole-5-carbonyl)isobutyrohydrazonate CC1=CC=2NC(=CC2S1)C(=O)N\N=C(\C(C)C)/OC